COC([C@H](NC(CCCOCC1=CC=CC=C1)=O)CC1=CC=CC=C1)=O N-[4-(benzyloxy)butanoyl]-D-phenylalanine methyl ester